C1(CC1)C=1N=C(C(=NC1CC)C(=O)N)NC1=CC(=CC=C1)CCNC(C(C)N(C(C=CCNC)=O)C)=O 5-cyclopropyl-6-ethyl-3-((3-(2-(2-(N-methyl-4-(methylamino)but-2-enamido)propanamido)ethyl)phenyl)amino)pyrazine-2-carboxamide